chloro-2-(trifluoroacetyl)aniline ClNC1=C(C=CC=C1)C(C(F)(F)F)=O